3-(3-bromopropyloxy)-7-methoxy-2-(4-tolyl)-4H-chromen-4-one BrCCCOC1=C(OC2=CC(=CC=C2C1=O)OC)C1=CC=C(C=C1)C